methyl (1s,4S)-4-(3-chloro-4-fluoroanilino)-2'-[(2R)-3-hydroxy-2-methylpropyl]-5'-methyl-2',3'-dihydrospiro[cyclohexane-1,1'-isoindole]-4-carboxylate ClC=1C=C(NC2(CCC3(N(CC4=CC(=CC=C34)C)C[C@H](CO)C)CC2)C(=O)OC)C=CC1F